5-[[(3R,5R)-5-[4-(hydroxymethyl)phenyl]-1-methyl-3-piperidyl]amino]-2-methyl-3-oxo-pyridazine-4-carbonitrile OCC1=CC=C(C=C1)[C@H]1C[C@H](CN(C1)C)NC1=C(C(N(N=C1)C)=O)C#N